NC=1C2=C(N=CN1)N(C(=C2C=2C=NC(=CC2)N2N=C(C=C2)C)C2=CC=C(C=C2)NC(C(=C)C)=O)C N-(4-(4-amino-7-methyl-5-(6-(3-methyl-1H-pyrazol-1-yl)pyridin-3-yl)-7H-pyrrolo[2,3-d]pyrimidin-6-yl)phenyl)methacrylamide